lithium bis(pentafluoroethylsulfonate) FC(C(F)(F)F)(F)S(=O)(=O)[O-].FC(C(F)(F)F)(F)S(=O)(=O)[O-].[Li+].[Li+]